CC/C=C/C(=O)SCCNC(CCNC([C@@H](C(COP(OP(OC[C@@H]1[C@H]([C@H]([C@@H](O1)N1C=NC=2C(N)=NC=NC12)O)OP(=O)(O)O)(=O)O)(=O)O)(C)C)O)=O)=O methylcrotonoylCoA